FC1=C(C=CC=2C3=C(NC(C12)=O)COCC3=O)F 7,8-difluoro-4,5-dihydropyrano[3,4-c]isoquinoline-1,6-dione